COCC[NH+]1C(N(C2=C1C(C1=CC=CC=C1C2=O)=O)CC2=NC=CN=C2)C 4,9-dihydro-1-(2-methoxyethyl)2-methyl-4,9-dioxo-3-(2-pyrazinylmethyl)-1H-naphth[2,3-d]imidazolium